2,2,2-tris(fluoranyl)ethyl 2,4-bis(oxidanylidene)-1-[6-(oxidanylmethyl)-4-[tri(phenyl)methyl]morpholin-2-yl]pyrimidine-5-carboxylate O=C1N(C=C(C(N1)=O)C(=O)OCC(F)(F)F)C1CN(CC(O1)CO)C(C1=CC=CC=C1)(C1=CC=CC=C1)C1=CC=CC=C1